S1C(=NC2=C1C=CC=C2)CN2CCN(CC2)C2=C(C(=O)OC)C=CC(=C2)OCC methyl 2-(4-(benzo[d]thiazol-2-ylmethyl)piperazin-1-yl)-4-ethoxybenzoate